N-(3-chloro-4-methylphenyl)-6-{[(2,5-dichlorophenyl)carbonyl]amino}-2-(dimethylamino)-1H-benzimidazole-4-carboxamide sulfate S(=O)(=O)(O)O.ClC=1C=C(C=CC1C)NC(=O)C1=CC(=CC=2NC(=NC21)N(C)C)NC(=O)C2=C(C=CC(=C2)Cl)Cl